Cl.ClC=1C=C(C(=C(C1)O)C1=CC2=C(N=N1)N(C=C2)CCN2CCCCC2)C 5-Chloro-3-methyl-2-{7-[2-(piperidin-1-yl)ethyl]-7H-pyrrolo[2,3-c]pyridazin-3-yl}phenol hydrochloride